NC1CCN(CC1)C1=C(C=NC2=CC=C(C=C12)C1=C(C(=CC(=C1)F)F)NC(=O)NOCC(F)(F)F)C1=CC(=CC(=C1)C)F 1-{2-[4-(4-aminopiperidin-1-yl)-3-(3-fluoro-5-methylphenyl)quinolin-6-yl]-4,6-difluorophenyl}-3-(2,2,2-trifluoroethoxy)urea